C1(CC1)C1=NC=NC(=C1C=1N=C(C=2C(N1)=CN(N2)C)OC(C)C2=CC=C(C=C2)C=2N(C=C(N2)C(F)(F)F)C(C)C)OC 5-(4-cyclopropyl-6-methoxypyrimidin-5-yl)-7-(1-(4-(1-isopropyl-4-(trifluoromethyl)-1H-imidazol-2-yl)phenyl)ethoxy)-2-methyl-2H-pyrazolo[4,3-d]pyrimidine